4-butyl-3,6-dihydropyrrolo[3,2-e]indole C(CCC)C1=C2C(=C3C=CNC3=C1)C=CN2